C1(=CC=CC=C1)C(O)(C=1NCCC1)C1=CC=CC=C1 diphenyl-[(2R)-pyrrolin-2-yl]methanol